fluorenediethanol C=1(C(=CC=C2C3=CC=CC=C3CC12)CCO)CCO